8-((3S,4S)-3-Ethoxy-4-((4-(trifluoromethyl)pyridin-2-yl)oxy)piperidin-1-yl)-5-methyl-6-oxo-5,6-dihydro-1,5-naphthyridin-2-carbonitril C(C)O[C@H]1CN(CC[C@@H]1OC1=NC=CC(=C1)C(F)(F)F)C1=CC(N(C=2C=CC(=NC12)C#N)C)=O